S(OC1=C(C=C(C=C1)\N=N\C1=CC(=C(C=C1)N)Cl)Cl)(=O)(=O)F (E)-4-((4-amino-3-chlorophenyl)diazenyl)-2-chlorophenyl sulfurofluoridate